8-(3-methyl-4-nitrophenoxy)imidazo[1,2-a]pyridine CC=1C=C(OC=2C=3N(C=CC2)C=CN3)C=CC1[N+](=O)[O-]